[Cl-].C(CCCCCCCCCCCCCCCCC)[N+](CCC[Si](OC)(OC)C)(C)C octadecyl-dimethyl-[3-(methyldimethoxysilyl)propyl]ammonium chloride